2-(4'-Chloro-5-(2-cyanopropan-2-yl)-3'-nitro-[1,1'-biphenyl]-2-yl)acetic acid ClC1=C(C=C(C=C1)C1=C(C=CC(=C1)C(C)(C)C#N)CC(=O)O)[N+](=O)[O-]